CN(CCOC1=CC=C(CC2CNCS2)C=C1)C1=NC=CC=C1 5-[4-(2-[methyl(pyridin-2-yl)amino]ethoxy)benzyl]thiazolidine